FC1=CC(=CC2=CN(N=C12)C)C1=CC2=C(C=N1)N=C(S2)NC2CC(NC(C2)(C)C)(C)C 6-(7-Fluoro-2-methyl-2H-indazol-5-yl)-N-(2,2,6,6-tetramethylpiperidin-4-yl)[1,3]thiazolo[4,5-c]pyridin-2-amin